((benzyloxy)-2-ethyl-4-oxopyridin-1(4H)-yl)pentanoic acid C(C1=CC=CC=C1)OC1=C(N(C=CC1=O)C(C(=O)O)CCC)CC